C1(=CC=CC=C1)CS(=O)(=O)OC1=C(OC(C1=O)([2H])C1=C(C=CC=C1)Br)N 2-amino-5-(2-bromophenyl)-4-oxo-4,5-dihydrofuran-3-yl-5-d phenylmethanesulfonate